C(C1=CC=CC=C1)OC=1C=CC(=NC1)NC=NO N-(5-(benzyloxy)pyridine-2-yl)-N'-hydroxyformamidine